N-((2-(2,6-dioxopiperidin-3-yl)-1-oxoisoindolin-5-yl)methyl)-2H-chromene-3-carboxamide O=C1NC(CCC1N1C(C2=CC=C(C=C2C1)CNC(=O)C=1COC2=CC=CC=C2C1)=O)=O